CC1=CN=C2C(=N1)NC(C(=C2)C2CCC(CC2)C=2C=NC=CC2C(F)(F)F)=O 3-methyl-7-(4-(4-(trifluoromethyl)pyridin-3-yl)cyclohexyl)pyrido[2,3-b]pyrazin-6(5H)-one